N-(cyanomethyl)-2-(difluoromethoxy)-5-fluorobenzamide C(#N)CNC(C1=C(C=CC(=C1)F)OC(F)F)=O